C1(CCCCO1)=O δ-valerolactone